C(C=C)(=O)N1[C@H](CN(CC1)C1=NC(=NC=2CC3(CCC12)CC=C(C1=C(C=CC=C13)F)C)OC[C@H]1N(CCC1)C)CC#N 2-((2S)-1-acryloyl-4-(5-fluoro-4-methyl-2'-(((S)-1-methylpyrrolidin-2-yl)methoxy)-5',8'-dihydro-2H,6'H-spiro[naphthalene-1,7'-quinazolin]-4'-yl)piperazin-2-yl)acetonitrile